[N+](=O)([O-])C1=C(C(=CC(=C1)C(F)(F)F)[N+](=O)[O-])NCCCCCC(=O)O N-(2,6-dinitro-4-trifluoromethylphenyl)-6-aminohexanoic acid